4-[4-(2,4,6-trioxo-3-phenyl-1,3,5-triazin-1-yl)phenoxy]benzonitrile O=C1N(C(NC(N1C1=CC=CC=C1)=O)=O)C1=CC=C(OC2=CC=C(C#N)C=C2)C=C1